3-(3,4-dichloro-1,2-thiazol-5-ylmethoxy)-1,2-benzothiazol-1,1-dioxide ClC1=NSC(=C1Cl)COC1=NS(C2=C1C=CC=C2)(=O)=O